O1CC(CC1)NC1=C(C=CC=N1)C(F)(F)F 6-((tetrahydrofuran-3-yl)amino)-5-(trifluoromethyl)pyridine